C(C)(=O)[O-].C(C1=CC=CC=C1)N1C=[N+](C=C1)CC(CCCC)CC 1-benzyl-3-(2-ethylhexyl)imidazolium acetate